ClC=1C(=NC(=NC1)NC1CCOCC1)C1=CC=C2CN(C(C2=C1)=O)CC(=O)N[C@H](C)[C@H]1CN(CCC1)C(=O)OC(C)(C)C tert-Butyl (R)-3-{(R)-1-[2-(6-{5-chloro-2-[(oxan-4-yl)amino]pyrimidin-4-yl}-1-oxo-2,3-dihydro-1H-isoindol-2-yl)acetamido]ethyl}piperidine-1-carboxylate